1,2-di(dimethylsilyl)benzene C[SiH](C1=C(C=CC=C1)[SiH](C)C)C